1-N-(4-Aminobenzyl)-3,6,10,13,16,19-hexaazabicyclo[6.6.6]-eicosane-1,8-diamine NC1=CC=C(CNC23CNCCNCC(CNCCNC2)(CNCCNC3)N)C=C1